BrC=1C=CC(=NC1)NC1CN(C1)CCCF 5-bromo-N-(1-(3-fluoropropyl)azetidin-3-yl)pyridin-2-amine